N1C=CC2=CC=C(C=C12)NC(=O)NC=1C=CC2=C(OCC(N2CC=2C=NC(=CC2)C(F)(F)F)=O)C1 1-(1H-indol-6-yl)-3-(3-oxo-4-((6-(trifluoromethyl)pyridin-3-yl)methyl)-3,4-dihydro-2H-benzo[b][1,4]oxazin-7-yl)urea